N-[6-(5-chloro-1,3-benzothiazol-2-yl)spiro[3.3]heptan-2-yl]-2-(cyclopropylamino)pyridine-4-carboxamid ClC=1C=CC2=C(N=C(S2)C2CC3(CC(C3)NC(=O)C3=CC(=NC=C3)NC3CC3)C2)C1